CC1=C(C(=O)OCC2=CC=C(C=C2)C(C=O)C(N)NC=2C=C3C=CN=CC3=CC2)C=CC(=C1)C 4-(3-amino-(isoquinolin-6-ylamino)-1-oxopropan-2-yl)benzyl 2,4-dimethylbenzoate